C1(CC1)COC1=CC=C2C(=CNC2=C1)CC(=O)O 2-(6-(cyclopropylmethoxy)-1H-indol-3-yl)acetic acid